ethyl 2-(5,5-dimethyl-2-oxocyclohexyl)-2-oxoacetate CC1(CCC(C(C1)C(C(=O)OCC)=O)=O)C